5-chloro-2,4-difluorophenyl-9-(trifluoromethyl)-2,3-dihydro-5H-[1,4]thiazino[2,3,4-ij]quinazolin-5-one ClC=1C(=CC(=C(C1)C1CN2C(N=CC3=CC(=CC(=C23)S1)C(F)(F)F)=O)F)F